C1(C)=NC=CC=2C3=CC=C(OC)C=C3NC12 Harmine